C(C)OC([C@@H](NC(=O)OC(C)(C)C)CC1=CC=C(C=C1)O)=O (tert-butoxycarbonyl)-L-tyrosine ethyl ester